2-oxoethan-1-aminium chloride [Cl-].O=CC[NH3+]